C(C)C(CC=CC1=CC=C(C=C1)OC)CCCC 2-ethylhexyl-4-methoxystyrene